N1=C(C=CC(=C1)C1=C(C=CC=C1)B(O)O)C1=NC=CC=C1 2-(2,2'-bipyridyl-5-yl)phenylboronic acid